N12C[C@H](C(CC1)CC2)OC(N[C@@H]2C(CC1=CC(=CC=C21)C=2C=NC(=CC2)OCC2CC2)(C)C)=O (S)-quinuclidin-3-yl((R)-5-(6-(cyclopropylmethoxy)pyridin-3-yl)-2,2-dimethyl-2,3-dihydro-1H-inden-1-yl)carbamate